C(C)OC(=O)C=1[C@@H](N=C(NC1CBr)C=1SC=CN1)C1=C(C(=CC=C1)F)C.NCC1=CC2=CC3=CC=CC=C3C=C2C=C1 2-(aminomethyl)anthracene ethyl-(4S)-6-(bromomethyl)-4-(3-fluoro-2-methylphenyl)-2-thiazol-2-yl-1,4-dihydropyrimidine-5-carboxylate